ClC1=CC=C(C=C1)C=1N=C2N(C=CC=N2)C1CN1CC2CCC(C1)N2C(=O)C=2N=CSC2C (3-{[2-(4-chlorophenyl)imidazo[1,2-a]pyrimidin-3-yl]methyl}-3,8-diazabicyclo[3.2.1]oct-8-yl)(5-methyl-1,3-thiazol-4-yl)methanone